fluorotridecyl acrylate C(C=C)(=O)OCCCCCCCCCCCCCF